2-(4-fluoro-2-methyl-phenoxy)-5-iodo-4-methyl-pyridine-3-carbonitrile FC1=CC(=C(OC2=NC=C(C(=C2C#N)C)I)C=C1)C